FC=1C=C(C=CC1)P(OC1=CC(=CC=C1)F)(OC1=CC(=CC=C1)F)=O di(3-fluorophenyl) (3-fluorophenyl)phosphonate